NC1=NC2=C(C=3N1N=C(N3)C3=NC=CC=C3)C(=C(N2CCN2CCN(CC2)C2=C(C=CC(=C2)C=2OC=CN2)F)C(=O)NC)C 5-amino-7-(2-(4-(2-fluoro-5-(oxazol-2-yl)phenyl)piperazin-1-yl)ethyl)-N,9-dimethyl-2-(pyridin-2-yl)-7H-pyrrolo[3,2-e][1,2,4]triazolo[1,5-c]pyrimidine-8-carboxamide